N[C@@H]1[C@@H](CC(OC1)(C)C)NC(OC(C)(C)C)=O tert-butyl (4R,5R)-5-amino-2,2-dimethyl-tetrahydro-2H-pyran-4-ylcarbamate